C(C)(C)(C)OC(=O)NCC1=C(C=C(C=C1)NC(=O)C1=CC2=C(OCCC3=C2SC=C3)C=C1C=1C(=NC(=CC1)C(NCCC)=O)C(=O)OC)C methyl 3-(9-((4-(((tert-butoxycarbonyl)amino)methyl)-3-methylphenyl)carbamoyl)-4,5-dihydrobenzo[b]thieno[2,3-d]oxepin-8-yl)-6-(propylcarbamoyl)picolinate